N-(4-amino-1H-pyrazolo[4,3-c]pyridin-7-yl)-N'-[[2-(trifluoromethyl)phenyl]methyl]-N'-[[5-(trifluoromethyl)-2-pyridyl]methyl]oxamide Hydrogen chloride Cl.NC1=NC=C(C2=C1C=NN2)NC(=O)C(=O)N(CC2=NC=C(C=C2)C(F)(F)F)CC2=C(C=CC=C2)C(F)(F)F